trans-[(3S)-3-(3,5-difluorophenyl)isoxazolidin-2-yl]-[4-[(1-methylpyrazolo[4,3-b]pyridin-6-yl)methyl]cyclohexyl]methanone FC=1C=C(C=C(C1)F)[C@H]1N(OCC1)C(=O)[C@@H]1CC[C@H](CC1)CC=1C=C2C(=NC1)C=NN2C